N(=[N+]=[N-])[C@H]1[C@H](N(CC1)C(=O)OC(C)(C)C)C(N(C=1C=C(C=CC1)C)C)=O tert-butyl (2S,3R)-3-azido-2-[methyl(m-tolyl)carbamoyl]pyrrolidine-1-carboxylate